1-(3,5-dichlorophenyl)-5-(2-methoxypyridin-3-yl)-3-(pyridin-3-yl)pyrimidine-2,4(1H,3H)-dione ClC=1C=C(C=C(C1)Cl)N1C(N(C(C(=C1)C=1C(=NC=CC1)OC)=O)C=1C=NC=CC1)=O